C(C)(C)(C)OC(=O)N1CC(NCC1)C(C)OC1=NC(=NC(=C1)C1=C(C=CC=C1C)C)NS(=O)(=O)C=1C=C(C(=O)O)C=CC1 3-[[4-[1-(4-tert-Butoxycarbonylpiperazin-2-yl)ethoxy]-6-(2,6-dimethylphenyl)pyrimidin-2-yl]sulfamoyl]benzoic acid